CN([C@H]1CN(CC1)C(=O)C=1C=C2C(=NNC2=CC1)C#CC=1N=NC=CC1)C (R)-(3-(Dimethylamino)pyrrolidin-1-yl)(3-(pyridazin-3-ylethynyl)-1H-indazol-5-yl)methanone